C(CCCCCCCCCCCCCCCC)(=O)OCCCCCCCCCCCCCCCCCCCC icosanyl heptadecanoate